C1(=CC=C(C=C1)P(OC1=CC=C(C=C1)C)(OC1=CC=C(C=C1)C)=O)C di(4-toluyl) (4-toluyl)phosphonate